FC=1C=C2C(=CNC2=CC1)C(C(=O)N1CCN(CC1)C1=NC=C(C=C1)O)(C)C 2-(5-Fluoro-1H-indol-3-yl)-1-[4-(5-hydroxy-pyridin-2-yl)-piperazin-1-yl]-2-methyl-propan-1-one